ClC1=C(C(=O)NCC2=CC=C(C=C2)Cl)C=C(C(=C1)F)N1C(N(C(N(C1=O)C)=S)C)=O 2-chloro-N-(4-chlorobenzyl)-5-(3,5-dimethyl-2,6-dioxo-4-thioxo-1,3,5-triazin-1-yl)-4-fluorobenzamide